C(C)(C)(C)OC(=O)N1C(C2=CN=C(C=C2CC1)Cl)=O 6-chloro-1-oxo-3,4-dihydro-2,7-naphthyridine-2(1H)-carboxylic acid tert-butyl ester